ClC=1N=CC2=C(C=CC(=C2C1)C(C)C)N1CC(C1)C=1OC(=NN1)C 2-(1-(3-chloro-5-isopropylisoquinolin-8-yl)azetidin-3-yl)-5-methyl-1,3,4-oxadiazole